phosphorus oxide (ethyl methacrylate) C(C)C=C(C(=O)[O-])C.[P+]=O